N1N=NC(=C1)CNC(=O)[C@H]1CC(CCNC1)=O (3S,6S)-6-(((1H-1,2,3-triazol-4-yl)methyl)carbamoyl)-4-oxo-1,2,3,4,6,7-hexahydroazepine